C1(CCC1)CN1C(N(CC12CCC(CC2)(C2=CC=CC=C2)N(C)CC)CC2=CC(=CC=C2)OC)=O 1-(cyclobutyl-methyl)-8-(ethyl-methyl-amino)-3-[(3-methoxyphenyl)-methyl]-8-phenyl-1,3-diazaspiro[4.5]decan-2-one